ClC=1C=C2C3=C(N(C2=C(C1)C=1C=NN(C1)CC1OCCO1)CC)C(=NC=C3)C 6-Chloro-8-(1-[1,3]dioxolan-2-ylmethyl-1H-pyrazol-4-yl)-9-ethyl-1-methyl-9H-pyrido[3,4-b]indole